NCC=1C=C(C=CC1)N1[13CH]=NCC1 m-aminomethylphenylimidazoline-13C